C(C1=CC=CC=C1)N1CC2C(C(C1)C2)=O 3-benzyl-3-azabicyclo[3.1.1]heptan-6-one